BrC1CC2(CC(C2)C(=O)O)C1 6-bromospiro[3.3]heptane-2-carboxylic acid